diethylene glycol bis(3-mercaptophenyl)propionate SC=1C=C(C=CC1)C(C(=O)OCCOCCO)(C)C1=CC(=CC=C1)S